4-(Benzylamino)-3,5-difluoro-2,6-dimethoxybenzoic acid C(C1=CC=CC=C1)NC1=C(C(=C(C(=O)O)C(=C1F)OC)OC)F